1-(3-hydroxypyrrolidin-1-yl)-4-[rac-(3R)-3-[[6-(4-hydroxy-2,3-dihydrobenzofuran-5-yl)-5-methyl-1,2,4-triazin-3-yl]amino]-1-piperidyl]butan-1-one OC1CN(CC1)C(CCCN1C[C@@H](CCC1)NC=1N=NC(=C(N1)C)C=1C=CC2=C(CCO2)C1O)=O |r|